COC=1C=C2CCN(C(C2=CC1)=O)C 6-methoxy-2-methyl-3,4-dihydroisoquinolin-1(2H)-one